N=1C=CN2C1CN(CC2)C(=O)C=2N=C1N(N2)[C@@H](C[C@@H]1F)C1=CC=CC=C1 |r| 6,8-Dihydro-5H-imidazo[1,2-a]pyrazin-7-yl-[rac-(5S,7S)-7-fluoro-5-phenyl-6,7-dihydro-5H-pyrrolo[1,2-b][1,2,4]triazol-2-yl]methanon